(S)-(+)-2-(di-t-butylphosphino)-biphenyl C(C)(C)(C)P(C1=C(C=CC=C1)C1=CC=CC=C1)C(C)(C)C